[Cl-].C(C1=CC=CC=C1)[N+](CC)(CC)CC N-benzyl-N,N-diethylethanaminium chloride